NC=1C=2N(C3=CC(=C(C=C3N1)C#N)C(=O)[O-])C=NC2 4-amino-7-cyanoimidazo[1,5-a]quinoxaline-8-carboxylate